phenyldiethylene glycol acrylate C(C=C)(=O)O.C1(=CC=CC=C1)C(COCCO)O